ethyl (1R,2R)-2-(2-bromophenyl)cyclopropane-1-carboxylate BrC1=C(C=CC=C1)[C@H]1[C@@H](C1)C(=O)OCC